3,3-dimethyl-spiro[bicyclo[2.2.1]heptane-2,7'-bicyclo[4.2.0]octane] CC1(C2CCC(C2)C12C1CCCCC1C2)C